FC1=C(C(=O)N(C)OC)C=C(C=C1)F 2,5-difluoro-N-methoxy-N-methylbenzamide